2-amino-5-(3-((4-phenethoxyphenyl)carbamoyl)phenyl)nicotinic acid NC1=C(C(=O)O)C=C(C=N1)C1=CC(=CC=C1)C(NC1=CC=C(C=C1)OCCC1=CC=CC=C1)=O